FC1(CC2(C1)CCN(CC2)C=2N=C(C1=C(N2)N=CC=C1)NCC1=C(C=CC=C1)C(F)(F)F)F 2-(2,2-difluoro-7-azaspiro[3.5]nonan-7-yl)-N-(2-(trifluoromethyl)benzyl)pyrido[2,3-d]pyrimidin-4-amine